O[C@@H](CCOC1=C2C(=NC(=C1)C1=CN(C3=CN=C(C=C31)NC(C)=O)C)C3(OCC2)COCC3)C N-(3-(4'-((R)-3-Hydroxybutoxy)-4,5,5',6'-Tetrahydro-2H-Spiro[Furan-3,8'-Pyrano[3,4-b]Pyridin]-2'-yl)-1-Methyl-1H-Pyrrolo[2,3-c]Pyridin-5-yl)Acetamide